2-BROMO-4-FLUOROPHENYLISOCYANIDE BrC1=C(C=CC(=C1)F)[N+]#[C-]